C(C1=CC=CC=C1)N1C2=C(OCC1)C=C(C=C2)NC(=O)NC2=CNC1=CC=CC=C21 1-(4-benzyl-3,4-dihydro-2H-benzo[b][1,4]oxazin-7-yl)-3-(1H-indol-3-yl)urea